FC1=C2C=CNC2=CC=C1F 4,5-di-fluoro-1H-indole